C(C(C)C)N1CCC(CC1)C#CC1=NC=CC(=N1)C=1C=CC(N(C1)C1CCOCC1)=O 5-(2-((1-isobutylpiperidin-4-yl)ethynyl)pyrimidin-4-yl)-1-(tetrahydro-2H-pyran-4-yl)pyridin-2(1H)-one